OC12C(C=3C=CSC3N=C2NCC1)=O 9-hydroxy-4-thia-2,12-diazatricyclo[7.3.0.03,7]dodeca-1,3(7),5-triene-8-one